[2-(E-3-METHOXY-3-OXO-1-PROPEN-1-YL)PHENYL]BORONIC ACID COC(/C=C/C1=C(C=CC=C1)B(O)O)=O